N1(CCNCCC1)C1=NC2=CC=CC=C2C(=N1)NC1=CC=C(C=C1)C1=CC=NC=C1 2-(1,4-diazepan-1-yl)-N-(4-(pyridin-4-yl)phenyl)quinazolin-4-amine